COC=1C=C(C=C(C1)OC)C=1OC=2C(C1C1=CC=C(C=C1)OC)=C(C=C(C2)OC)C(=O)O 2-(3,5-dimethoxyphenyl)-6-methoxy-3-(4-methoxyphenyl)-benzofuran-4-carboxylic acid